(rac)-cis-N-(1-(2-fluorocyclopropyl)-2-oxo-1,2-dihydropyridin-3-yl)-6-isopropoxy-2-(1-methyl-2-oxabicyclo[2.1.1]hex-4-yl)-2H-pyrazolo[3,4-b]pyridine-5-carboxamide FC1C(C1)N1C(C(=CC=C1)NC(=O)C1=CC=2C(N=C1OC(C)C)=NN(C2)[C@@]21CO[C@@](C2)(C1)C)=O